(R)-4-amino-N-methyl-N-(7-(trifluoromethyl)chroman-4-yl)imidazo[1,5-a]quinoxaline-8-carboxamide NC=1C=2N(C3=CC(=CC=C3N1)C(=O)N([C@@H]1CCOC3=CC(=CC=C13)C(F)(F)F)C)C=NC2